N-(1,2-dicyclopropyl-2-oxoethyl)carboxamide C1(CC1)C(C(=O)C1CC1)NC=O